(S)-3-amino-4-((1-hydroxypent-4-en-2-yl)amino)-5-nitrobenzoic acid methyl ester COC(C1=CC(=C(C(=C1)[N+](=O)[O-])N[C@H](CO)CC=C)N)=O